3-(pyridin-2-yl)-1H-1,2,4-triazole-5-carbaldehyde N1=C(C=CC=C1)C1=NNC(=N1)C=O